(7-methyl-1-(4-(morpholinomethyl)phenyl)-5,5-dioxido-1,4-dihydrothiochromeno[4,3-c]pyrazol-3-yl)(4-oxa-7-azaspiro[2.5]octan-7-yl)methanone CC=1C=CC2=C(C1)S(CC1=C2N(N=C1C(=O)N1CCOC2(CC2)C1)C1=CC=C(C=C1)CN1CCOCC1)(=O)=O